ClC1=CC2=C(N(C(C(N2C)=O)=O)C2CCN(CC2)C(CC=2OC=CC2)=O)N=C1 7-chloro-4-(1-(2-(furan-2-yl)acetyl)piperidin-4-yl)-1-methyl-1,4-dihydropyrido[2,3-b]pyrazine-2,3-dione